C(C1=CC=CC=C1)OC1=C(C=C(C=C1)F)F 1-(benzyloxy)-2,4-difluorobenzene